N(=[N+]=[N-])CCOCCOCCOCCOC[C@H]1OC[C@H]([C@@H]2[C@H]1OC(O2)(C)C)NC2=NC(=NS2)Cl N-((3aR,4R,7R,7aR)-4-(13-azido-2,5,8,11-tetraoxatridecyl)-2,2-dimethyltetrahydro-4H-[1,3]dioxolo[4,5-c]pyran-7-yl)-3-chloro-1,2,4-thiadiazol-5-amine